4-bromo-3-(1-ethyl-3-(trifluoromethyl)-1H-pyrazol-4-yl)-2-((4-methoxybenzyl)-oxy)pyridine BrC1=C(C(=NC=C1)OCC1=CC=C(C=C1)OC)C=1C(=NN(C1)CC)C(F)(F)F